ONC(=O)C=1CCN(CC1)S(=O)(=O)C1=CC=C(C=C1)C1=CC=C(C=C1)CCN(CC)CC N-hydroxyl-1-((4'-(2-(diethylamino)ethyl)-[1,1'-biphenyl]-4-yl)sulfonyl)-1,2,3,6-tetrahydropyridine-4-formamide